FC(S(=O)(=O)OC1=C(OCC1)C(=O)[O-])(F)F ((trifluoromethanesulfonyl) oxy)-4,5-dihydrofuran-2-carboxylate